4-(4,4,5,5-tetramethyl-1,3,2-dioxaborolan-2-yl)benzyl (2-bromoethyl)carbamate BrCCNC(OCC1=CC=C(C=C1)B1OC(C(O1)(C)C)(C)C)=O